N=1N(N=CC1)C1=C(C(=O)N2CCC(CCC2)NC(OC(C)(C)C)=O)C=CC=C1 tert-Butyl (1-(2-(2H-1,2,3-triazol-2-yl)benzoyl)azepan-4-yl)carbamate